S1(NC(=CC=C1)C(=O)[O-])(=O)=O [1,2]thiazine-3-carboxylate 1,1-dioxide